8-methyl-4H-benzoxazine CC1=CC=CC=2CC=NOC21